BrC=1C(=NN(C1C(=O)NC1=NC=2C=C(C=C3OC[C@@H](N1C23)CC)C(=O)N)CC)C (S)-2-(4-Bromo-1-ethyl-3-methyl-1H-pyrazole-5-carboxamido)-3-ethyl-3,4-dihydro-5-oxa-1,2a-diazaacenaphthylene-7-carboxamide